2-chloro-N-((1-hydroxy-3,3-dimethylcyclopentyl)methyl)acetamide ClCC(=O)NCC1(CC(CC1)(C)C)O